CN1N=CC(=C1)C=1N=C(C=2N(C1)N=CC2)CN2C(CCCC2)=O (1-(6-(1-methyl-1H-pyrazol-4-yl)pyrazolo[1,5-a]pyrazin-4-yl)methyl)piperidin-2-one